1-(7-(((S)-4,4-difluoro-1-methylpyrrolidin-2-yl)methoxy)-4-(((R)-1-(3-(difluoromethyl)-2-fluorophenyl)ethyl)amino)-2-methylpyrido[2,3-d]pyrimidin-6-yl)cyclopropane-1-carbonitrile FC1(C[C@H](N(C1)C)COC=1C(=CC2=C(N=C(N=C2N[C@H](C)C2=C(C(=CC=C2)C(F)F)F)C)N1)C1(CC1)C#N)F